N-(5-(2-(2,2-dimethylpyrrolidin-1-yl)acetamido)-2-methylpyridin-3-yl)-6-(1-(2-hydroxyethyl)-1H-pyrazol-3-yl)-[1,2,3]triazolo[1,5-a]pyridine-3-carboxamide CC1(N(CCC1)CC(=O)NC=1C=C(C(=NC1)C)NC(=O)C=1N=NN2C1C=CC(=C2)C2=NN(C=C2)CCO)C